C(C(C)C)OC(C(=O)C1=CC=CC=C1)C1=CC=CC=C1 2-i-butoxy-2-phenylacetophenone